1-amino-3-azabicyclo[3.1.1]heptane-2,4-dione HCl Cl.NC12C(NC(C(C1)C2)=O)=O